COCC=1C=C(C=NC1)B(O)O 5-(METHOXYMETHYL)-3-PYRIDINYL-BORONIC ACID